ClC=1C=C(C(=NC1O[C@H]1CCC2=C(C=CC=C12)C1=CC2=C(OCCO2)C=C1)OC)CN1C[C@H](CC1)C(=O)O (S)-1-((5-chloro-6-(((S)-4-(2,3-dihydrobenzo[b][1,4]dioxin-6-yl)-2,3-dihydro-1H-inden-1-yl)oxy)-2-methoxypyridin-3-yl)methyl)pyrrolidine-3-carboxylic acid